tert-butyl (5S,2R)-5-[(2,2-dimethyl-1,1-diphenyl-1-silapropoxy)methyl]-2-(hydroxymethyl)morpholine-4-carboxylate CC([Si](OC[C@@H]1CO[C@H](CN1C(=O)OC(C)(C)C)CO)(C1=CC=CC=C1)C1=CC=CC=C1)(C)C